4-AMINO-6-CHLORO-2-METHYLSULFANYL-PYRIMIDINE-5-CARBALDEHYDE NC1=NC(=NC(=C1C=O)Cl)SC